2,6-dimethoxy-4-[7-(6-methylpyridazin-4-yl)imidazo[1,2-a]pyridin-3-yl]-N-(2,2,2-trifluoroethyl)benzamide COC1=C(C(=O)NCC(F)(F)F)C(=CC(=C1)C1=CN=C2N1C=CC(=C2)C2=CN=NC(=C2)C)OC